5-[[2-(Ethylsulfonylamino)-3-fluoropyridin-4-yl]methyl]-3,4-difluoro-2-(2-fluoro-4-iodoanilino)-N-methoxybenzamide C(C)S(=O)(=O)NC1=NC=CC(=C1F)CC=1C(=C(C(=C(C(=O)NOC)C1)NC1=C(C=C(C=C1)I)F)F)F